6-chloro-1,2,4-triazolo[4,3-b]pyridazin ClC=1C=CC=2N(N1)C=NN2